(S)-6-guanidino-3-((2R,3R)-3-hydroxy-2-((S)-4-phenyl-2-(3-phenylpropanamido)butanamido)butanamido)-2-oxo-N-(pyridin-3-ylmethyl)hexanamide N(C(=N)N)CCC[C@@H](C(C(=O)NCC=1C=NC=CC1)=O)NC([C@@H]([C@@H](C)O)NC([C@H](CCC1=CC=CC=C1)NC(CCC1=CC=CC=C1)=O)=O)=O